(αS)-1,4-Dihydro-α-(1-methylethyl)-N-[4-methyl-5-(3-methyl-1,2,4-oxadiazol-5-yl)-2-thiazolyl]-2,4-dioxo-3(2H)-quinazolineacetamide CC(C)[C@@H](C(=O)NC=1SC(=C(N1)C)C1=NC(=NO1)C)N1C(NC2=CC=CC=C2C1=O)=O